1H-imidazo[4,5-b]pyrazine-2-thiol N1C(=NC=2C1=NC=CN2)S